2-amino-N-(2-(4'-(trifluoromethyl)-[1,1'-biphenyl]-4-yl)ethyl)hexanamide bis[4-(1,1,3,3-tetramethylbutyl)phenyl]-2,2-bis(3,5-di-tert-butyl-4-hydroxybenzyl)malonate CC(CC(C)(C)C)(C)C1=CC=C(C=C1)OC(C(C(=O)OC1=CC=C(C=C1)C(CC(C)(C)C)(C)C)(CC1=CC(=C(C(=C1)C(C)(C)C)O)C(C)(C)C)CC1=CC(=C(C(=C1)C(C)(C)C)O)C(C)(C)C)=O.NC(C(=O)NCCC1=CC=C(C=C1)C1=CC=C(C=C1)C(F)(F)F)CCCC